tert-butyl (tert-butoxycarbonyl)(7-(2-fluoro-3-(1-(1-(pyridin-3-yl)ethyl)-1H-pyrazol-4-yl)phenyl)-[1,2,4]triazolo[1,5-a]pyridin-2-yl)carbamate C(C)(C)(C)OC(=O)N(C(OC(C)(C)C)=O)C1=NN2C(C=C(C=C2)C2=C(C(=CC=C2)C=2C=NN(C2)C(C)C=2C=NC=CC2)F)=N1